7'-(3-bromophenoxy)-5'-(4-(tert-butyl)pyridin-2-yl)-5'H-spiro[fluorene-9,12'-indeno[1,2-c]carbazole] BrC=1C=C(OC2=CC=3N(C4=CC=CC=C4C3C3=C2C=2C=CC=CC2C32C3=CC=CC=C3C=3C=CC=CC32)C3=NC=CC(=C3)C(C)(C)C)C=CC1